(7Z)-7-Dodecen-1-ol acetate C(C)(=O)OCCCCCC\C=C/CCCC